ClC=1C(=C(C(=NC1)C1=CC=CC=2C3=CC=CC=C3NC12)C1=CC=CC=2C3=CC=CC=C3NC12)C1=CC=CC=C1 ((2r,3r)-5-chloro-4-phenylpyridine-2,3-diyl)bis(9H-carbazole)